tert-butyl 4-(4-((tetrahydro-2H-pyran-4-yl)amino)naphthalen-1-yl)-3,6-dihydropyridine-1(2H)-carboxylate O1CCC(CC1)NC1=CC=C(C2=CC=CC=C12)C=1CCN(CC1)C(=O)OC(C)(C)C